CN1C=CC2=CC(=CC=C12)OC1CCNCC1 1-methyl-5-(piperidin-4-yloxy)-1H-indole